Glycidylmethacrylate C(C1CO1)OC(C(=C)C)=O